I.CNCC(=O)O N-methylglycine hydroiodide salt